BrCC(C(=O)NC12C(OC3=C1C=CC(=C3)C(C)C)(C3=CC=CC=C3C2=O)O)=O 3-bromo-N-(4b-hydroxy-7-isopropyl-10-oxo-4b,10-dihydro-9bH-indeno[1,2-b]benzofuran-9b-yl)-2-oxopropanamide